Methyl (2E)-2-methoxyimino-2-[3-methyl-2-[[(E)-tetralin-1-ylideneamino]oxymethyl]-phenyl]acetate CO\N=C(\C(=O)OC)/C1=C(C(=CC=C1)C)CO/N=C/1\CCCC2=CC=CC=C12